Cl.FC1=C(C=CC=C1C[C@@H]1NCC[C@@H]1NS(=O)(=O)CC)C1=CC(=CC(=C1)F)F N-((2S,3S)-2-((2,3',5'-trifluorobiphenyl-3-yl)methyl)pyrrolidin-3-yl)ethanesulfonamide hydrochloride